CC=1C=C(C(=C2C=CNC12)CN1N=C2C=C(C=CC2=C1)C#N)OCCNC 2-((7-methyl-5-(2-(methylamino)ethoxy)-1H-indol-4-yl)methyl)-2H-indazole-6-carbonitrile